[I-].[I-].N1CCNCC1 piperazine Diiodide